5-Bromo-3-(1,2-dimethyl-1H-imidazol-4-ylamino)-1-methylpyridin-2(1H)-one BrC=1C=C(C(N(C1)C)=O)NC=1N=C(N(C1)C)C